2-mercaptobenzoxazole hydrofluoric acid salt F.SC=1OC2=C(N1)C=CC=C2